dihydroveratryl alcohol C(C1CC(OC)=C(OC)C=C1)O